indan-4-ylacetamide C1CCC2=C(C=CC=C12)CC(=O)N